C1(CC1)C1=NN(C=N1)C1CC2(CN(C2)C(=O)N2CC3(C2)CC(C3)OC3=NC=C(N=C3)C(F)(F)F)C1 (6-(3-cyclopropyl-1H-1,2,4-triazol-1-yl)-2-azaspiro[3.3]heptan-2-yl)(6-((5-(trifluoromethyl)pyrazin-2-yl)oxy)-2-azaspiro[3.3]heptan-2-yl)methanone